C1(CC1)C(=O)NC1=NC=C(C(=O)NC([2H])([2H])[2H])C(=C1)NC=1C=NN2C1C(=C(C=C2)CC(F)(F)F)OC 6-(Cyclopropanecarboxamido)-4-((4-methoxy-5-(2,2,2-trifluoroethyl)pyrazolo[1,5-a]pyridin-3-yl)amino)-N-(methyl-d3)nicotinamide